C1=CC(=CC=C1N)OC2=CC=C(C=C2)N 4,4'-oxydiphenylamine